CC1=C(C(=CC=C1)C)C1=NC(=CC(=N1)NS(=O)(=O)C=1C=C(C(=O)O)C=CC1)S(=O)(=O)C 3-[[2-(2,6-dimethylphenyl)-6-methylsulfonyl-pyrimidin-4-yl]sulfamoyl]benzoic acid